1-[3-chloro-2-fluoro-4-(trifluoromethoxy)phenyl]-2,5-dimethyl-pyrrole ClC=1C(=C(C=CC1OC(F)(F)F)N1C(=CC=C1C)C)F